methylene(cyclopentadienyl)(2,7-diphenyl-3,6-di-t-butylfluorenyl)zirconium dichloride [Cl-].[Cl-].C=[Zr+2](C1=C(C(=CC=2C3=CC(=C(C=C3CC12)C1=CC=CC=C1)C(C)(C)C)C(C)(C)C)C1=CC=CC=C1)C1C=CC=C1